C(C1=CC=CC=C1)N1C2=NC(=NC=C2NC1=O)C1=C(C=CC=C1)C(C)C 9-benzyl-2-(2-isopropylphenyl)-7,9-dihydro-8H-purin-8-one